N-(2-(5,8,11-Trioxa-2-azadodecyl)quinolin-8-yl)-4-(trifluoromethyl)benzenesulfonamide C(NCCOCCOCCOC)C1=NC2=C(C=CC=C2C=C1)NS(=O)(=O)C1=CC=C(C=C1)C(F)(F)F